ClC=1N=C(C2=C(N1)C=NC=N2)Cl 2,4-dichloropyrimido[5,4-d]pyrimidine